FC=1C=C(C=C(C1F)F)C=1N=NN(C1)[C@@H]1[C@H]([C@@H](SC=2C=NC=C(C2)Br)O[C@@H]([C@@H]1O)CO)OCCNC 5-Bromopyridin-3-yl 3-deoxy-3-[4-(3,4,5-trifluorophenyl)-1H-1,2,3-triazol-1-yl]-2-O-[2-(methylamino)ethyl]-1-thio-α-D-galactopyranoside